4-(azetidin-1-yl)-1-(2-nitro-5-(trifluoromethyl)phenyl)piperidine N1(CCC1)C1CCN(CC1)C1=C(C=CC(=C1)C(F)(F)F)[N+](=O)[O-]